ClC1=C(C=C(C(=C1)F)C=1N=NC=CC1)O 2-chloro-4-fluoro-5-(pyridazin-3-yl)phenol